NC1=CC(=C(CC2=CC(=C(C=C2)O)C(C)C)C(=C1)Cl)Cl 4-(4-amino-2,6-dichlorobenzyl)-2-isopropylphenol